2-({[1-(carboxymeth-yl)imidazolidin-2-ylidene]amino}sulfan-yl)acetic acid C(=O)(O)CN1C(NCC1)=NSCC(=O)O